CC1=CC=C2C(=CNC2=C1)C1=NC(=NC=C1)N (6-methyl-1H-indole-3-yl)pyrimidine-2-amine